O=C1N(C(CN1C1=CC(=CC=C1)C(F)(F)F)=O)CC1=CC(=C(OC(C(=O)OCC)(C)C)C(=C1)C)C Ethyl 2-(4-((2,5-dioxo-3-(3-(trifluoromethyl)phenyl)imidazolin-1-yl)methyl)-2,6-dimeth-ylphenoxy)-2-methylpropionate